6-Chloro-4-((2S,4S,5R)-5-ethyl-4-((5-isopropoxypyridin-2-yl)oxy)-2-methylpiperidin-1-yl)-1-methylpyrido[3,2-d]pyrimidin-2(1H)-on ClC=1C=CC=2N(C(N=C(C2N1)N1[C@H](C[C@@H]([C@@H](C1)CC)OC1=NC=C(C=C1)OC(C)C)C)=O)C